C(#C)C1(CCN(CC1)C(C)=O)C (4-ethynyl-4-methyl-piperidin-1-yl)-ethanone